C(C)(=O)OC1=C(C=C(C=C1Br)C(=O)C1=C(OC2=C1C(=C(C(=C2[2H])OC(C)=O)[2H])[2H])C(C)O)Br 4-(6-acetoxy-2-(1-hydroxyethyl)benzofuran-3-carbonyl-4,5,7-d3)-2,6-dibromophenyl acetate